N[C@@H]1[C@@H](CCCC1)C1=C(C2=NC(=CC(=C2S1)NCC=1SC=CC1)Cl)Cl 2-((1r,2s)-2-aminocyclohexyl)-3,5-dichloro-N-(thiophen-2-ylmethyl)thieno[3,2-b]pyridin-7-amine